2,4,6-tri-(dimethylaminomethyl)-phenol CN(C)CC1=C(C(=CC(=C1)CN(C)C)CN(C)C)O